ethyl-(2,3-epoxypropoxy)propyl-trimethoxysilane C(C)CO[Si](OC)(OC)CCCOCC1CO1